1-(5-(Benzylcarbamoyl)pyridin-2-yl)-1H-pyrazole-4-carboxylic acid C(C1=CC=CC=C1)NC(=O)C=1C=CC(=NC1)N1N=CC(=C1)C(=O)O